COC(=O)C1=CC2=CC3=C(OCCO3)C=C2C=C1N=C(C1=CC=CC=C1)C1=CC=CC=C1 8-((Diphenylmethylene)amino)-2,3-dihydronaphtho[2,3-b][1,4]dioxine-7-carboxylic acid methyl ester